O=C1NC(CCC1N1C(C2=CC=C(C=C2C1=O)NCCNC(CN1CCN(CC1)C1=CC=C(C=C1)C1=NNC2=C1N=C(N=C2)C2=C(C=CC=C2OC)F)=O)=O)=O N-(2-((2-(2,6-Dioxopiperidin-3-yl)-1,3-dioxoisoindolin-5-yl)amino)ethyl)-2-(4-(4-(5-(2-Fluoro-6-methoxyphenyl)-1H-pyrazolo[4,3-d]pyrimidin-3-yl)phenyl)piperazin-1-yl)acetamid